tert-butyl 4-[[(2S)-2-(benzyloxycarbonylamino)-3,3-dicyclopropyl-propanoyl]amino]pyrazole-1-carboxylate C(C1=CC=CC=C1)OC(=O)N[C@H](C(=O)NC=1C=NN(C1)C(=O)OC(C)(C)C)C(C1CC1)C1CC1